COC(=O)C1=C(NC(=C(C1C=1C2=C(SC1)C=CC=C2)C(C)=O)C)CN2CCOCC2 5-acetyl-4-(benzo[b]thiophen-3-yl)-6-methyl-2-(morpholino-methyl)-1,4-dihydropyridine-3-carboxylic acid methyl ester